1-n-butyl-3-methylimidazole dihydrogen phosphate P(=O)(O)(O)O.C(CCC)N1CN(C=C1)C